N-[(1r,3R,5S,7r)-3,5-dimethyladamantan-1-yl]-4-{4-[(Z)-(2,5-dioxoimidazolin-4-ylidene)methyl]phenoxy}piperidine-1-carboxamide C[C@]12CC3(CC(C[C@@](C1)(C3)C)C2)NC(=O)N2CCC(CC2)OC2=CC=C(C=C2)\C=C\2/NC(NC2=O)=O